tert-butyl (3-(3-(6-bromo-1H-benzo[d]imidazol-2-yl)-1H-indazole-5-carboxamido)propyl)carbamate BrC=1C=CC2=C(NC(=N2)C2=NNC3=CC=C(C=C23)C(=O)NCCCNC(OC(C)(C)C)=O)C1